COC1=C(C(=CC=C1)OC)C1=NC=CC=C1 (2,6-dimethoxyphenyl)pyridin